FC=1C=C2C=NN(C2=CC1C=1C=2C(=NN(C2C=CC1)CC(=O)NCC(=O)NCC(=O)OC(C)(C)C)C(C)C)C(CCC(C)=O)=O tert-butyl (2-(5'-fluoro-3-isopropyl-1'-(4-oxopentanoyl)-1H,1'H-[4,6'-biindazol]-1-yl)acetyl)glycylglycinate